O=C1NC(CCC1N1C(C2=CC=C(C=C2C1=O)NCCC[C@@H]1C[C@H](C1)N1N=CC(=C1)C1=NC2=CC(=CC=C2N=C1)N1C[C@@H](NCC1)C)=O)=O 2-(2,6-dioxopiperidin-3-yl)-5-((3-(trans-3-(4-(7-((S)-3-methylpiperazin-1-yl)quinoxalin-2-yl)-1H-pyrazol-1-yl)cyclobutyl)propyl)amino)isoindoline-1,3-dione